1-(5-(3-chlorophenyl)-7H-pyrrolo[2,3-d]pyrimidin-4-yl)-N,N-dimethylpiperidin-4-amine ClC=1C=C(C=CC1)C1=CNC=2N=CN=C(C21)N2CCC(CC2)N(C)C